3,7-dimethylocta-1,6-diene CC(C=C)CCC=C(C)C